2-(4-cyclopropyl-6-methoxypyrimidin-5-yl)-N-(4-(1-(2-fluoroethyl)-4-(trifluoromethyl)-1H-imidazol-2-yl)phenyl)-4,5,6,7-tetrahydropyrazolo[1,5-a]pyridin-4-amine C1(CC1)C1=NC=NC(=C1C1=NN2C(C(CCC2)NC2=CC=C(C=C2)C=2N(C=C(N2)C(F)(F)F)CCF)=C1)OC